N1C(=NC2=C1C=CC=C2)C2=CC(=NN2C)NC(=O)C2=NC=C(N=C2)ON2N=NC=1C2=NC=CC1 N-[5-(1H-benzimidazol-2-yl)-1-methyl-pyrazol-3-yl]-5-(triazolo[4,5-b]pyridin-3-yloxy)pyrazine-2-carboxamide